N-[4-(5-cyclopropyl-3-iodo-4-oxo-4,5,6,7-tetrahydro-1H-pyrrolo[3,2-c]pyridin-2-yl)pyridin-2-yl]acetamide C1(CC1)N1C(C2=C(CC1)NC(=C2I)C2=CC(=NC=C2)NC(C)=O)=O